(E)-7-cyclopentyl-2-((5-(4-(4-(4-methoxyphenyl)-4-oxobut-2-enoyl)piperazin-1-yl)pyridin-2-yl)-amino)-N,N-dimethyl-7H-pyrrolo[2,3-d]pyrimidine-6-carboxamide C1(CCCC1)N1C(=CC2=C1N=C(N=C2)NC2=NC=C(C=C2)N2CCN(CC2)C(\C=C\C(=O)C2=CC=C(C=C2)OC)=O)C(=O)N(C)C